ethyl 1H-pyrazole-5-carboxylate N1N=CC=C1C(=O)OCC